4-tert-butyl-2-(p-tolyl)phenol C(C)(C)(C)C1=CC(=C(C=C1)O)C1=CC=C(C=C1)C